(3R)-1-benzylpyrrolidin-3-amine C(C1=CC=CC=C1)N1C[C@@H](CC1)N